[Cl-].C(CCCC)[N+]1(CCCC1)CC 1-Pentyl-1-ethylpyrrolidinium chlorid